C(C)(=O)C=1C=C(C=CC1)CCC(=O)O 3-(3-acetylphenyl)propanoic acid